4-fluoro-3-(methanesulfonylaminomethyl)-4-methyl-piperidine-1-carboxylic acid benzyl ester C(C1=CC=CC=C1)OC(=O)N1CC(C(CC1)(C)F)CNS(=O)(=O)C